OC(=O)C(F)(F)F.C(C)(C)C=1N(N=C2C=CC(=CC12)C1=NC(=NC=C1)N[C@@H]1C[C@H](CC1)NCCCCCC1=C2CN(C(C2=CC=C1)=O)C1C(NC(CC1)=O)=O)C 3-(4-(5-(((1S,3S)-3-((4-(3-isopropyl-2-methyl-2H-indazol-5-yl)pyrimidin-2-yl)amino)cyclopentyl)amino)pentyl)-1-oxoisoindolin-2-yl)piperidine-2,6-dione TFA salt